1,2-di-tert-butoxydisilane C(C)(C)(C)O[SiH2][SiH2]OC(C)(C)C